C(C)(C)OC1=CC(=C(C=C1)C(C(C)C)=O)C 1-(4-isopropoxy-2-methylphenyl)-2-methylpropan-1-one